ClC=1C(=C(C=CC1)C1=C(C=C(C(=C1)F)C1=C(C=CC=C1)OC)F)OC 3-chloro-2',5'-difluoro-2,2''-dimethoxy-1,1':4',1''-terphenyl